P(=O)(O)(O)CCC=1C(=NC=CC1C1=CC=NC=C1)CCP(=O)(O)O bis-(2-phosphonoethyl)-4,4'-bipyridine